COC(C1=C(C(=CC(=C1)NC1=NC=C(C(=N1)NC1=CC=CC=C1)C)C)Br)=O 5-[(4-anilino-5-methyl-pyrimidin-2-yl)amino]-2-bromo-3-methyl-benzoic acid methyl ester